3-((2r,5s)-4-(6-chloro-1-methyl-2-oxo-1,2-dihydropyrido[3,2-d]pyrimidin-4-yl)-2,5-diethylpiperazin-1-yl)-3-(4-(trifluoromethyl)phenyl)propanoic acid ClC=1C=CC=2N(C(N=C(C2N1)N1C[C@H](N(C[C@@H]1CC)C(CC(=O)O)C1=CC=C(C=C1)C(F)(F)F)CC)=O)C